4-Methylseleno-2,5-di-methoxyphenethylamine C[Se]C1=CC(=C(CCN)C=C1OC)OC